methyl-(malonyl)hydroxyproline C[C@@]1(N(C[C@@H](C1)O)C(CC(=O)O)=O)C(=O)O